(5aR,5bS,7aS,8S,10aS,10bR)-5a,7a-dimethyl-2-(phenylamino)-5,5a,5b,6,7,7a,8,9,10,10a,10b,11-dodecahydro-4H-cyclopenta[7,8]phenanthro[2,1-d]thiazol-8-yl propionate C(CC)(=O)O[C@H]1CC[C@@H]2[C@@]1(CC[C@@H]1[C@]3(CCC=4N=C(SC4C3=CC[C@@H]21)NC2=CC=CC=C2)C)C